(S)-(6-(1-methyl-1H-pyrazol-3-yl)pyrazolo[1,5-a]pyridin-3-yl)(4-(4-(trifluoromethyl)pyrazolo[1,5-a]pyridin-2-yl)-6,7-dihydro-1H-imidazo[4,5-c]pyridin-5(4H)-yl)methanone CN1N=C(C=C1)C=1C=CC=2N(C1)N=CC2C(=O)N2[C@@H](C1=C(CC2)NC=N1)C1=NN2C(C(=CC=C2)C(F)(F)F)=C1